S-fluoro-Z-methylimidazo[1,2-a]pyridin-6-yl-2-methane-sulfinylpyrimidine-5-carboxamide FS(=O)(C)C1=NC(=C(C(=N1)C=1C=CC=2N(C1)C=CN2)C(=O)N)C